2-(3'-(methoxymethyloxy)-2,3,4,5-tetrahydro-[1,1'-biphenyl]-4-yl)ethan-1-ol tert-butyl-(S)-7-((S)-2-(benzyloxy)-1-cyclopentyl-2-oxoethyl)-6-oxo-2,7-diazaspiro[4.4]nonane-2-carboxylate C(C)(C)(C)[C@@H]1N(CCC12C(N(CC2)[C@H](C(=O)OCC2=CC=CC=C2)C2CCCC2)=O)C(=O)OCCC2CCC(=CC2)C2=CC(=CC=C2)OCOC